monomethyl-terephthalic acid sodium salt [Na+].CC1=C(C(=O)[O-])C=CC(=C1)C(=O)[O-].[Na+]